2,4,5-tris(4-bromophenyl)-1H-imidazole BrC1=CC=C(C=C1)C=1NC(=C(N1)C1=CC=C(C=C1)Br)C1=CC=C(C=C1)Br